2,2',2''-Trihydroxytriethylamine C(CO)N(CCO)CCO